C1=C(C=CC2=CC3=CC=CC=C3C=C12)CCO E-2-anthraceneethanol